O(C1=CC=CC=C1)CCOC1=CC=CC=C1 1,2-bisphenoxyethane